6-[4-[2-([2-[(1R)-2-[6-oxo-5-(trifluoromethyl)-1,6-dihydropyridazin-4-yl]-2,3-dihydro-1H-isoindol-1-yl]ethyl]amino)acetyl]piperazin-1-yl]pyridine-3-carbonitrile O=C1C(=C(C=NN1)N1[C@@H](C2=CC=CC=C2C1)CCNCC(=O)N1CCN(CC1)C1=CC=C(C=N1)C#N)C(F)(F)F